C(C=C)C1(C(C(=O)O)(C=CCC1)CC=C)C(=O)O.C1(C=CCCC1)(C(=O)OCC=C)C(=O)OCC=C diallyl cyclohexenedicarboxylate (diallyl tetrahydrophthalate)